CN1C=2C=CC=CC2CC2=CC=CC=C12 N-Methylacridan